3-(4-aminocyclohexen-1-yl)-1-(benzyloxycarbonyl-sulfamoyl)pyrrole-2-carboxylic acid benzyl ester, hydrochloride Cl.C(C1=CC=CC=C1)OC(=O)C=1N(C=CC1C1=CCC(CC1)N)S(NC(=O)OCC1=CC=CC=C1)(=O)=O